BrC=1C=C(C=CC1)N1COC=C1 3-(3-bromophenyl)-3H-1,3-oxazole